O1CC(CC1)CN1C=NC2=C1C=C(C=C2)C(=O)O 1-((tetrahydrofuran-3-yl)methyl)-1H-benzo[d]imidazole-6-carboxylic acid